OC1=CC=C2C=C(C=C(C2=C1N=NC1=CC=C(C2=CC=CC=C12)S(=O)(=O)O)S(=O)(=O)O)S(=O)(=O)O 7-hydroxy-8-[(4-sulfo-1-naphthalenyl)azo]-1,3-naphthalenedisulfonic acid